2'-deoxyinosine phosphoramidite P(O)(N)OC[C@@H]1[C@H](C[C@@H](O1)N1C=NC=2C(O)=NC=NC12)O